7-(3-(1-(1-(4-fluorophenyl)ethyl)-1H-pyrazol-4-yl)phenyl)-[1,2,4]triazolo[1,5-a]pyridin-2-amine FC1=CC=C(C=C1)C(C)N1N=CC(=C1)C=1C=C(C=CC1)C1=CC=2N(C=C1)N=C(N2)N